5-chloro-3-(2-(4-(2,4-dichlorophenyl)piperazin-1-yl)-2-oxoethyl)-1H-indole-2-carboxylic acid ClC=1C=C2C(=C(NC2=CC1)C(=O)O)CC(=O)N1CCN(CC1)C1=C(C=C(C=C1)Cl)Cl